N1(C=CC=C1)CC(CO)O 3-(1H-pyrrol-1-yl)propane-1,2-diol